2-(3-Isopropyl-2-(8-methyl-[1,2,4]triazolo[1,5-a]pyridin-6-yl)-1H-indol-5-yl)-4,5,5-trimethylmorpholin C(C)(C)C1=C(NC2=CC=C(C=C12)C1CN(C(CO1)(C)C)C)C=1C=C(C=2N(C1)N=CN2)C